BrC=1C=C(C=C2C(C=C(OC12)SCC)=O)C(F)(F)F 8-Bromo-2-ethylsulfanyl-6-(trifluoromethyl)-chromen-4-one